1,3,5-trimethylpyrrole-2-carboxamide CN1C(=C(C=C1C)C)C(=O)N